(R)-1-(3-(4-amino-7-methyl-5-(4-(pyrrolidine-1-carbonyl)cyclohex-1-en-1-yl)-7H-pyrrolo[2,3-d]pyrimidin-6-yl)-2,5-dihydro-1H-pyrrol-1-yl)prop-2-en-1-one NC=1C2=C(N=CN1)N(C(=C2C2=CC[C@@H](CC2)C(=O)N2CCCC2)C=2CN(CC2)C(C=C)=O)C